C(C)NC(=O)NC1=CC=C(C=C1)C=1N=C(C2=C(N1)CN(CC2)C2COC2)N2[C@H](COCC2)C N-ethyl-N'-[4-[5,6,7,8-tetrahydro-4-[(3S)-3-methyl-4-morpholinyl]-7-(3-oxetanyl)pyrido[3,4-d]pyrimidin-2-yl]phenyl]-Urea